tert-butyl 4-({4-[({2-[methyl(methylsulfonyl)amino]pyridin-3-yl}methyl)amino]-5-(trifluoromethyl)pyrimidin-2-yl}amino)benzoate CN(C1=NC=CC=C1CNC1=NC(=NC=C1C(F)(F)F)NC1=CC=C(C(=O)OC(C)(C)C)C=C1)S(=O)(=O)C